C(CC)(=O)O.C(CC)(=O)O.N(CCO)(CCO)CCO Triethanolamine dipropionate